3-(4-chlorophenyl)-1-[2-(3-methoxyphenyl)ethyl]urea ClC1=CC=C(C=C1)NC(NCCC1=CC(=CC=C1)OC)=O